5-fluoro-N-(8-fluoro-2-methyl-imidazo[1,2-a]pyridin-6-yl)-2-methyl-7-piperazin-1-yl-isoindoline-4-carboxamide FC1=C(C=2CN(CC2C(=C1)N1CCNCC1)C)C(=O)NC=1C=C(C=2N(C1)C=C(N2)C)F